COC1=CC(=CC2=C1N=CC1(N(C3=CC=CC=C3C1(C)C)C(C)C(=O)O)O2)OC 5,7-dimethoxy-1-hydroxy-carbonylethyl-3',3'-dimethylspiro[2H-1,4-benzoxazine-2,2'-indoline]